carbonic acid Ammonium hydroxide [OH-].[NH4+].C(O)(O)=O